C(C)(=O)C1=C(NC2=CC=CC(=C2C1=O)OC)S(=O)CC1=CC=C(C=C1)S(F)(F)(F)(F)F 3-acetyl-5-methoxy-2-((4-(pentafluoro-sulfanyl)benzyl)sulfinyl)quinolin-4(1H)-one